N-(2-(((benzylimino)methylene)amino)ethyl)-N-methyl-7-(8-methylnaphthalen-1-yl)-2-(((S)-1-methylpyrrolidin-2-yl)methoxy)-5,6,7,8-tetrahydropyrido[3,4-d]pyrimidin-4-amine C(C1=CC=CC=C1)N=C=NCCN(C=1C2=C(N=C(N1)OC[C@H]1N(CCC1)C)CN(CC2)C2=CC=CC1=CC=CC(=C21)C)C